3-hydroxy-4-iodoquinoline-7-carboxylic acid OC=1C=NC2=CC(=CC=C2C1I)C(=O)O